2-[4-methoxy-3-(trifluoromethyl)phenyl]-7-[(3R)-3-methylpiperazin-1-yl]-4H-pyrido[1,2-a]pyrimidin-4-one COC1=C(C=C(C=C1)C=1N=C2N(C(C1)=O)C=C(C=C2)N2C[C@H](NCC2)C)C(F)(F)F